C1=CC=CC=2C3=CC=CC=C3N(C12)C=1C=C(N(C)C)C=C(C1)N1C2=CC=CC=C2C=2C=CC=CC12 3,5-di(9H-carbazol-9-yl)-N,N-dimethylaniline